C1(=CC=CC=C1)[Si](OC(C(C1=CC=CC=C1)(C1=CC=CC=C1)C1=CC=CC=C1)=O)(OC(C)=O)OC(C)=O phenyltrisphenyl-triacetoxysilane